tert-butyl 6-chloro-3-{3-[(6-fluoronaphthalen-1-yl)oxy]propyl}-1-[4-(methylamino)butyl]-7-(1,3,5-trimethyl-1H-pyrazol-4-yl)-1H-indole-2-carboxylate ClC1=CC=C2C(=C(N(C2=C1C=1C(=NN(C1C)C)C)CCCCNC)C(=O)OC(C)(C)C)CCCOC1=CC=CC2=CC(=CC=C12)F